COC=1C(=C2C=CNC2=C(C1)C)CN1[C@@H](C[C@H](CC1)NC1COC1)C1=CC=C(C(=O)O)C=C1 4-((2S,4S)-1-((5-methoxy-7-methyl-1H-indol-4-yl)methyl)-4-(oxetan-3-ylamino)piperidin-2-yl)benzoic acid